The molecule is a dihydroxydocosahexaenoate that is the conjugate base of (4Z,7Z,10Z,12E,14R,16Z,19Z)-14,22-dihydroxydocosahexaenoic acid, obtained by deprotonation of the carboxy group; major species at pH 7.3. It is a dihydroxydocosahexaenoate and an omega-hydroxy fatty acid anion. It is a conjugate base of a (4Z,7Z,10Z,12E,14R,16Z,19Z)-14,22-dihydroxydocosahexaenoic acid. It is an enantiomer of a (4Z,7Z,10Z,12E,14S,16Z,19Z)-14,22-dihydroxydocosahexaenoate. C(CC(=O)[O-])/C=C\\C/C=C\\C/C=C\\C=C\\[C@@H](C/C=C\\C/C=C\\CCO)O